ClC1=CC(=C(O[C@@H](C)C2=NN=NN2)C=C1)C=C 5-[(1S)-1-(4-chloro-2-ethenylphenoxy)ethyl]-1H-1,2,3,4-tetrazole